BrC=1C(=C(CC2N(CC3(CC3)C2NS(=O)(=O)C(C)F)C(=O)OC(C)(C)C)C=CC1)F tert-butyl 6-(3-bromo-2-fluorobenzyl)-7-((1-fluoroethyl)sulfonamido)-5-azaspiro[2.4]heptane-5-carboxylate